tert-butyl N-[2-[[1-(3-cyano-2-fluoro-phenyl)-2-fluoro-2-methyl-propyl]-cyclopropyl-amino]ethyl]carbamate C(#N)C=1C(=C(C=CC1)C(C(C)(C)F)N(CCNC(OC(C)(C)C)=O)C1CC1)F